COC1=CC=C(C=C1)C(O[C@H](C)C1[C@H]([C@H]([C@@H](O1)N1C2=NC=NC(=C2N=C1)NC(C1=CC=CC=C1)=O)OC)O)(C1=CC=CC=C1)C1=CC=C(C=C1)OC N-(9-((2R,3R,4R)-5-((R)-1-(bis(4-methoxyphenyl)(phenyl)methoxy)ethyl)-4-hydroxy-3-methoxytetrahydrofuran-2-yl)-9H-purin-6-yl)benzamide